4-(3-((2-(difluoromethoxy)-6-methylpyridin-3-yl)carbamoyl)-3-(2-isopropylphenyl)azetidin-1-yl)-3,3-dimethylbutyric acid FC(OC1=NC(=CC=C1NC(=O)C1(CN(C1)CC(CC(=O)O)(C)C)C1=C(C=CC=C1)C(C)C)C)F